(2S,4R)-1-[(2S)-2-amino-3,3-dimethylbutanoyl]-N-[(1S)-1-(4-bromophenyl)ethyl]-4-hydroxypyrrolidine-2-carboxamide N[C@H](C(=O)N1[C@@H](C[C@H](C1)O)C(=O)N[C@@H](C)C1=CC=C(C=C1)Br)C(C)(C)C